bis(N-methyl-2,2,6,6-tetramethyl-4-piperidyl)-sebacate CN1C(CC(CC1(C)C)OC(CCCCCCCCC(=O)OC1CC(N(C(C1)(C)C)C)(C)C)=O)(C)C